N1=CN(C=C1)C=O imidazole-3-Formaldehyde